2-(4-cyclopropyl-6-methoxypyrimidin-5-yl)-5-(4-(1-methyl-4-(trifluoromethyl)-1H-imidazol-2-yl)benzyl)-[1,2,4]triazolo[1,5-a]pyrazine C1(CC1)C1=NC=NC(=C1C1=NN2C(C=NC=C2CC2=CC=C(C=C2)C=2N(C=C(N2)C(F)(F)F)C)=N1)OC